FC1=C(N)C(=CC(=C1C(F)(F)F)F)C=C 2,4-difluoro-3-(trifluoromethyl)-6-vinylaniline